boc-hexamethylenediamine C(=O)(OC(C)(C)C)NCCCCCCN